O1N=C(N=C1)CNC=1C(C(C1N(C)CC1=CC=C(C=C1)C1=NOC(=N1)C(F)(F)Cl)=O)=O 3-(((1,2,4-oxadiazol-3-yl)methyl)amino)-4-((4-(5-(chlorodifluoromethyl)-1,2,4-oxadiazol-3-yl)benzyl)(methyl)amino)cyclobut-3-ene-1,2-dione